C1=CC=CC=2N=C(C3=C(CC21)C=CC=C3)N3CCN(CC3)CC3(CC3)C(=O)O 1-((4-(11H-dibenzo[b,e]azepin-6-yl)piperazin-1-yl)methyl)cyclopropane-1-carboxylic acid